N-[[5-[5-(difluoromethyl)-1,3,4-oxadiazol-2-yl]thiazol-2-yl]methyl]-N-[1-(difluoromethyl)pyrazol-4-yl]ethanesulfonamide FC(C1=NN=C(O1)C1=CN=C(S1)CN(S(=O)(=O)CC)C=1C=NN(C1)C(F)F)F